ClC1=NC2=CC=C(C=C2C(=N1)NC1CC=2C(=NNC2)C1)OCC 2-chloro-6-ethoxy-N-(2,4,5,6-tetrahydro-cyclopenta[c]pyrazol-5-yl)-quinazolin-4-amine